tert-butyl 4-(8-methyl-2-(4-(methylsulfonyl) phenyl) imidazo[1,2-a]pyridin-6-yl)-3,6-dihydropyridine-1(2H)-carboxylate CC=1C=2N(C=C(C1)C=1CCN(CC1)C(=O)OC(C)(C)C)C=C(N2)C2=CC=C(C=C2)S(=O)(=O)C